2-[2-chloro-4-(4-fluorophenyl)-5-(pyridin-4-yl)-1H-imidazol-1-yl]acetic acid ClC=1N(C(=C(N1)C1=CC=C(C=C1)F)C1=CC=NC=C1)CC(=O)O